C(\C=C(/C)\CCC=C(C)C)OP([O-])(=O)OP(=O)([O-])[O-] E-geranyldiphosphate